3-n-propylcyclohexane-1,2-dicarboxylic acid, disodium salt [Na+].[Na+].C(CC)C1C(C(CCC1)C(=O)[O-])C(=O)[O-]